(E)-1-(4-(3-(aminomethyl)phenyl)piperidin-1-yl)-3-(3-hydroxy-4-(hydroxymethyl)phenyl)prop-2-en-1-one NCC=1C=C(C=CC1)C1CCN(CC1)C(\C=C\C1=CC(=C(C=C1)CO)O)=O